C(C)OC(=O)C1(CC1)C1=NNC=C1 1-(1H-pyrazol-3-yl)cyclopropane-1-carboxylic acid ethyl ester